5-(4-cyclopropylphenyl)-3-(ethylsulfanyl)-2-[3-methyl-6-(trifluoromethyl)imidazo[4,5-b]pyridin-2-yl]pyridine C1(CC1)C1=CC=C(C=C1)C=1C=C(C(=NC1)C1=NC=2C(=NC=C(C2)C(F)(F)F)N1C)SCC